2-[2-(1-Benzyl-piperidin-4-yl)-ethyl]-3-oxo-2,3-dihydro-1H-isoindole-4-carboxylic acid C(C1=CC=CC=C1)N1CCC(CC1)CCN1CC=2C=CC=C(C2C1=O)C(=O)O